ClC=1C=CC(=C(C1)C1=NN(C=C1NC(=O)C1=CN=C2N1N=CC=C2)CC(=O)N2CCN(CC2)CCN2CCOCC2)OC(F)F N-[3-[5-chloro-2-(difluoromethoxy)phenyl]-1-(2-[4-[2-(morpholin-4-yl)ethyl]piperazin-1-yl]-2-oxoethyl)-1H-pyrazol-4-yl]imidazo[1,2-b]pyridazine-3-carboxamide